2-(3-(4-(2-(4-acetylpiperazin-1-yl)ethoxy)phenyl)ureido)-N-(4-(((2S,4R)-2-methyl-1-propionyl-1,2,3,4-tetrahydroquinolin-4-yl)amino)phenyl)acetamide C(C)(=O)N1CCN(CC1)CCOC1=CC=C(C=C1)NC(NCC(=O)NC1=CC=C(C=C1)N[C@@H]1C[C@@H](N(C2=CC=CC=C12)C(CC)=O)C)=O